3-(5-(((1S,2S)-2-(4-methylpiperidin-1-yl)cyclopentyl)oxy)-1-oxoisoindolin-2-yl)piperidine-2,6-dione CC1CCN(CC1)[C@@H]1[C@H](CCC1)OC=1C=C2CN(C(C2=CC1)=O)C1C(NC(CC1)=O)=O